Methyl 5-hydroxy-1-(4-isopropylbenzyl)-2-oxo-2,3-dihydro-1H-benzo[b]azepine-4-carboxylate OC=1C2=C(N(C(CC1C(=O)OC)=O)CC1=CC=C(C=C1)C(C)C)C=CC=C2